NC1CC2CCC(C1)N2C=2N(C(C1=C(N2)NC=C1C1=C(C2=CN(N=C2C=C1)C)Cl)=O)C 2-(Exo-3-amino-8-azabicyclo[3.2.1]oct-8-yl)-5-(4-chloro-2-methyl-2H-indazol-5-yl)-3-methyl-3,7-dihydro-4H-pyrrolo[2,3-d]pyrimidin-4-one